CC=1C=C2CCC(OC2=CC1)=O 6-Methyl-dihydrocoumarin